COC(C=C1COC1)=O 2-(oxacyclobutane-3-ylidene)acetic acid methyl ester